C(#N)[C@H]1N(CCC1)C(CNC(CNC(=O)C=1C=NC=2N(C1)N=C(C2)C)(C)C)=O N-[2-[[2-[(2S)-2-Cyanopyrrolidin-1-yl]-2-oxoethyl]amino]-2-methylpropyl]-2-methylpyrazolo[1,5-a]pyrimidine-6-carboxamide